CN(C)[Si]([Si](N(C)C)(N(C)C)N(C)C)(N(C)C)N(C)C hexakis(dimethylamino)disilane